6-(hydroxymethyl)benzol OCC1=CC=CC=C1